O=C1NC(CCC1N1C(C2=CC=CC(=C2C1)SCCOCCOCCOCCOCCOCC(=O)O)=O)=O 17-((2-(2,6-dioxopiperidine-3-yl)-1-oxoisoindoline-4-yl)thio)-3,6,9,12,15-pentaoxaheptadecanoic acid